COCNC(C=C)=O N-(methoxymethyl)acrylamide